CC(COC(=O)N1CCC=C(C1)C1=C(C=C(C(=C1)NC(=O)C1=CNC(C=C1C(F)(F)F)=O)N1C[C@H](N([C@H](C1)C)C)C)F)C 5-[2-fluoro-5-[[6-oxo-4-(trifluoromethyl)-1H-pyridine-3-carbonyl]amino]-4-[(3R,5S)-3,4,5-trimethylpiperazin-1-yl]phenyl]-3,6-dihydro-2H-pyridine-1-carboxylic acid 2-methylpropyl ester